3-(1-(4-azidophenyl)-2-nitroethyl)-2-phenyl-1H-indole N(=[N+]=[N-])C1=CC=C(C=C1)C(C[N+](=O)[O-])C1=C(NC2=CC=CC=C12)C1=CC=CC=C1